CSC=1C=C(C=CC1)C1CCN(CC1)CCC 4-[3-(methylsulfanyl)phenyl]-1-propyl-piperidine